2-hydroxymethyl-2-methyl-1,3-propanediol OCC(CO)(CO)C